NC1=NC=2C=CC(=CC2C2=C1C=NN2C)C(=O)N(N(C)C(=O)C21COC(C2)C1)CC1=NC=C(C=C1)C(F)(F)F 4-amino-N'-(2-oxabicyclo[2.1.1]hexane-4-carbonyl)-N',1-dimethyl-N-((5-(trifluoromethyl)pyridin-2-yl)methyl)-1H-pyrazolo[4,3-c]quinoline-8-carbohydrazide